C12(CC3CC(CC(C1)C3)C2)CCOCC(CN2CCN(CC2)C2=NC=CC=C2)O 1-[2-(adamantan-1-yl)ethoxy]-3-[4-(pyridin-2-yl)piperazin-1-yl]propan-2-ol